NC=1C=C(C=O)C=CC1OC 3-AMINO-4-METHOXYBENZALDEHYDE